tert-Butyl 5-(1-methyl-1H-imidazol-4-yl)-6-((4-(trifluoromethyl)phenyl)amino)isoindoline-2-carboxylate CN1C=NC(=C1)C=1C=C2CN(CC2=CC1NC1=CC=C(C=C1)C(F)(F)F)C(=O)OC(C)(C)C